FC=1C=C(C=CC1C)C=1N=C(C2=C(N1)OC(=C2C(=O)N)C)NC2(CC2)C (3-fluoro-4-methylphenyl)-6-methyl-4-[(1-methylcyclopropyl)amino]furo[2,3-d]pyrimidine-5-carboxamide